FC1=C(CN2C(N(C(C3=CC=C(C=C23)C(=O)NCC2=C(C=C(C=C2F)F)F)C)C)=O)C(=CC=C1)F 1-(2,6-difluorobenzyl)-3,4-dimethyl-2-oxo-N-(2,4,6-trifluorobenzyl)-1,2,3,4-tetrahydroquinazoline-7-carboxamide